BrC=1C=C2CCC(C2=CC1)(O)C 5-bromo-1-methyl-2,3-dihydro-1H-inden-1-ol